C(C=C)(=O)N1CC2(C1)CN(CC2)C2=NC(=NC(=C2C#N)C2=C1C=NNC1=CC=C2C)N2C(CN(CC2)C)=O 4-(2-acryloyl-2,6-diazaspiro[3.4]octan-6-yl)-6-(5-methyl-1H-indazol-4-yl)-2-(4-methyl-2-oxopiperazin-1-yl)pyrimidine-5-carbonitrile